tert-Butyl 2-(5-bromo-3-cyano-1H-indazol-1-yl)acetate BrC=1C=C2C(=NN(C2=CC1)CC(=O)OC(C)(C)C)C#N